(E)-4-(4-(4-(3,5-dimethoxystyryl)phenoxy)butyl)piperazine-1-carboxylic acid tert-butyl ester C(C)(C)(C)OC(=O)N1CCN(CC1)CCCCOC1=CC=C(C=C1)\C=C\C1=CC(=CC(=C1)OC)OC